N(=[N+]=[N-])[C@H](C(=O)OC(C)(C)C)C(C)C tert-butyl (2S)-2-azido-3-methylbutanoate